4-(2-carbobenzoxyamino-4-thiazolyl)-4-carboxyl-3-butenoic acid (2-methyl-2-buten-4-yl) ester CC(C)=CCOC(CC=C(C(=O)O)C=1N=C(SC1)NC(=O)OCC1=CC=CC=C1)=O